CN1C(=NN=C1COC1=CC(=CC=C1)C(C)C)[C@@H]1CC[C@H](CC1)NC(OC(C)(C)C)=O tert-Butyl [trans-4-(4-methyl-5-{[3-(propan-2-yl)phenoxy]methyl}-4H-1,2,4-triazol-3-yl)cyclohexyl]carbamate